O1C(=CC=C1)C1=CC=C(CNC(=O)[C@@H]2N([C@@H](CN(C2)CC2=C(C=CC=C2)OC2=CC=NC=C2)C)C(C(C)C)=O)C=C1 cis-N-(4-(furan-2-yl)benzyl)-1-isobutyryl-6-methyl-4-(2-(pyridin-4-yloxy)benzyl)piperazine-2-carboxamide